N-((1-(6-(2-hydroxyphenyl)pyridazin-4-yl)-4-phenylpiperidin-4-yl)methyl)-N-methyl-5-azaspiro[3.5]nonane-8-carboxamide hydrochloride Cl.OC1=C(C=CC=C1)C1=CC(=CN=N1)N1CCC(CC1)(C1=CC=CC=C1)CN(C(=O)C1CCNC2(CCC2)C1)C